1-(6-(tert-butoxy)hexyl)cyclopenta-1,3-diene C(C)(C)(C)OCCCCCCC1=CC=CC1